ClC=1SC(=CC1C(=O)NC1(CC1)C#N)C=1C=NN(C1)C1=C(C=C(C=C1Cl)C(C(F)(F)F)(C(F)(F)F)F)Cl 2-chloro-N-(1-cyanocyclopropyl)-5-{1-[2,6-dichloro-4-(1,1,1,2,3,3,3-heptafluoropropan-2-yl)phenyl]-1H-pyrazol-4-yl}thiophene-3-carboxamide